5-(1-(4-(1H-pyrazol-1-yl)benzyl)-4-hydroxypiperidin-4-yl)-2-(2,6-dioxopiperidin-3-yl)isoindoline-1,3-dione N1(N=CC=C1)C1=CC=C(CN2CCC(CC2)(O)C=2C=C3C(N(C(C3=CC2)=O)C2C(NC(CC2)=O)=O)=O)C=C1